COC=1C=C(OC2=CC=C(C=C2)C=2N=C(N3C2C=NC=C3)[C@H]3N(CCCC3)C(C=C)=O)C=CC1 (S)-1-(2-(1-(4-(3-methoxyphenoxy)phenyl)imidazo[1,5-a]pyrazin-3-yl)piperidin-1-yl)prop-2-en-1-one